4-[1-hydroxy-2-(methylamino)ethyl]benzene-1,2-diol OC(CNC)C=1C=C(C(=CC1)O)O